F[C@@H]1CN(CC[C@@H]1NC1=C2C=C(N(C2=CC=C1)CC(F)(F)F)C#CCNC1=C(C=C(C(=O)OCC)C=C1)OC)C ethyl 4-{[3-(4-{[(3R,4S)-3-fluoro-1-methylpiperidin-4-yl] amino}-1-(2,2,2-trifluoroethyl)-1H-indol-2-yl)prop-2-yn-1-yl]amino}-3-methoxybenzoate